N1N=CC(=C1)C1=CC2=C(C(OC=3CCCCC23)=O)S1 2-(1H-pyrazol-4-yl)-6,7,8,9-tetrahydro-4H-thieno[2,3-c]chromen-4-one